N1CC(CCCC1)C1=C(C=C(C(=C1)Cl)Cl)O 2-(azepan-3-yl)-4,5-dichlorophenol